C(#N)CNC(C1=CC=C(C=C1)C1=NC(=NC=C1)NC1=CC=C(C=C1)N1CCC(CC1)O)=O N-(cyanomethyl)-4-(2-(4-(4-hydroxypiperidin-1-yl)phenylamino)pyrimidin-4-yl)benzamide